C1CCC2=C(C=3CCCC3C=C12)NC(=O)NS(C1=CC(=CO1)C(=O)N(C1CC(C1)O)C)(=O)=N 5-([[(1,2,3,5,6,7-hexahydro-s-indacen-4-yl)carbamoyl]amino](imino)oxo-lambda6-sulfanyl)-N-methyl-N-[(1r,3r)-3-hydroxycyclobutyl]furan-3-carboxamide